F[C@@H]1C[C@H](N(C1)C)COC=1N=C(C2=C(N1)CN(CC2)C2=CC(=CC1=CC=CC=C21)OC(C(C)(C)C)=O)N2CCNCC2 [4-[2-[[(2S,4R)-4-fluoro-1-methylpyrrolidin-2-yl]methoxy]-4-piperazin-1-yl-6,8-dihydro-5H-pyrido[3,4-d]pyrimidin-7-yl]-2-naphthyl]-2,2-dimethylpropanoate